(1-(6-(4-chlorophenyl)-2-(pyridin-3-yl)pyrimidin-4-yl)piperidin-3-yl)methanol ClC1=CC=C(C=C1)C1=CC(=NC(=N1)C=1C=NC=CC1)N1CC(CCC1)CO